N-(3-sulfamoylphenyl)-3-(4-(trifluoromethoxy)phenoxy)quinoxaline-2-carboxamide tert-Butyl-4-(1-aminonaphthalen-2-ylamino)benzylcarbamate C(C)(C)(C)OC(NCC1=CC=C(C=C1)NC1=C(C2=CC=CC=C2C=C1)N)=O.S(N)(=O)(=O)C=1C=C(C=CC1)NC(=O)C1=NC2=CC=CC=C2N=C1OC1=CC=C(C=C1)OC(F)(F)F